PHENYL VINYL ETHER C(=C)OC1=CC=CC=C1